N1CC(C1)NC1=CC=C(C=N1)NC1=NC2=C(C=CC=C2C=N1)C1=NC=CC(=C1)NC(C=C)=O N-(2-(2-((6-(azetidin-3-ylamino)pyridin-3-yl)amino)quinazolin-8-yl)pyridin-4-yl)acrylamide